CC=1C=C2C(C(C(C2=CC1)=O)=O)=O 5-methylindenetrione